CC1C2CC(C(C1(C)C)C2)C2C(CCCC2)O 2-(5,6,6-trimethyl-2-norbornyl)cyclohexanol